CC(C(=O)NC1=NC(=CC=C1)C(=O)C1CCN(CC1)C)(C)C 2,2-dimethyl-N-[6-(1-methyl-piperidin-4-carbonyl)-pyridin-2-yl]-propionamide